ClC1=C(C=C(C=N1)OCC(=O)N[C@H]1CC[C@@H](N(C1)C(=O)OC(C)(C)C)C(=O)OCC)F 1-tert-butyl 2-ethyl (2R,5S)-5-{2-[(6-chloro-5-fluoropyridin-3-yl)oxy]acetamido}piperidine-1,2-dicarboxylate